5-Hydroxy-1-(4-methoxybenzyl)-4-(2-nitropropan-2-yl)pyrrolidin-2-one OC1C(CC(N1CC1=CC=C(C=C1)OC)=O)C(C)(C)[N+](=O)[O-]